6-(2-chlorophenyl)-2-({4-[4-(propan-2-yl)piperazin-1-yl]phenyl}amino)imidazo[1,2-a]pyrimido[5,4-e]pyrimidin-5(6H)-one ClC1=C(C=CC=C1)N1C=2N(C3=C(C1=O)C=NC(=N3)NC3=CC=C(C=C3)N3CCN(CC3)C(C)C)C=CN2